(S)-8-(1-methoxyethyl)-2-methylimidazo[1,2-b]pyridazin-7-amine CO[C@@H](C)C=1C=2N(N=CC1N)C=C(N2)C